C1(=CC=CC=C1)S(=O)(=O)C[C@H](O)C1=CC=C(C=C1)Cl |r| racemic-2-benzenesulfonyl-1-(4-chlorophenyl)ethanol